BrC=1C=C2C(=CNC2=CC1)NC(OC(C)(C)C)=O Tert-butyl N-(5-bromo-1H-indol-3-yl)carbamate